2-[[6-[(3,6-dichloro-5-cyano-2-pyridinyl)amino]-1-methyl-2-oxo-3-quinolinyl]oxy]-N-methylacetamide ClC=1C(=NC(=C(C1)C#N)Cl)NC=1C=C2C=C(C(N(C2=CC1)C)=O)OCC(=O)NC